3-(25-bromo-20,20-dioxo-20λ6-thia-14,21,23,26,27-pentazatetracyclo[20.3.1.115,19.02,7]heptacosa-1(26),2,4,6,15(27),16,18,22,24-nonaen-14-yl)-2,2-dimethyl-propanoic acid BrC1=CN=C2NS(C3=CC=CC(N(CCCCCCC4=CC=CC=C4C1=N2)CC(C(=O)O)(C)C)=N3)(=O)=O